ethyl 4-(3-fluoro-4-(trifluoromethyl)benzoyl)-3-methyl-1H-pyrrole-2-carboxylate FC=1C=C(C(=O)C=2C(=C(NC2)C(=O)OCC)C)C=CC1C(F)(F)F